[5-methoxy-6-[[1-(trifluoromethyl)cyclopropyl]methoxy]-3-pyridyl]-[4-(5-methyloxazolo[4,5-b]pyridin-2-yl)piperazin-1-yl]methanone COC=1C=C(C=NC1OCC1(CC1)C(F)(F)F)C(=O)N1CCN(CC1)C=1OC=2C(=NC(=CC2)C)N1